FC(CN1N=CC=C1C(=O)O)F 2-(2,2-difluoroethyl)-pyrazole-3-carboxylic acid